7-Methyl-6,7-dihydro-4H-pyrano[3,4-d][1,3]thiazole CC1COCC=2N=CSC21